CC1=C(C=C(C(=O)NCC2=NC=C3C=CC(=NC3=C2)[C@@H]2CN(CCC2)C2=CC=NC=C2)C=C1)S(=O)(=O)C (S)-4-methyl-3-(methylsulfonyl)-N-((2-(1-(pyridin-4-yl)piperidin-3-yl)-1,6-naphthyridin-7-yl)methyl)benzamide